C(CCC)C=1N(C=C(N1)C1=CC=C(OCCCN(CC)CC)C=C1)C1=CC=C(C=C1)OC1=CC=C(C=C1)Cl [3-(4-{2-butyl-1-[4-(4-chlorophenoxy)phenyl]-1H-imidazol-4-yl}phenoxy)-propyl]-diethylamine